1,3,5-benzene-tricarbonitrile C1(=CC(=CC(=C1)C#N)C#N)C#N